3-[(3-fluoro-1-bicyclo[1.1.1]pentyl)methoxy]pyrazole-1-carboxylic acid tert-butyl ester C(C)(C)(C)OC(=O)N1N=C(C=C1)OCC12CC(C1)(C2)F